FC(C(=O)O)(F)F.O1CC(C1)N1C2CNCC1CC2 8-(oxetan-3-yl)-3,8-diazabicyclo[3.2.1]octane 2,2,2-trifluoroacetate